C1(O)=C(O)C(=CC=C1)C1C(COC(C)(C)C)O1 tert-butyl catecholglycidyl ether